FC(C1OCC2=CC(=CC=C12)C(=O)O)(F)F (E)-1-trifluoromethyl-1,3-dihydroisobenzofuran-5-carboxylic acid